racemic-methyl 5-[1-[[3-chloro-5-(trifluoromethyl)benzoyl]-amino]ethyl]-1-(5-cyano-2-pyridyl)-1,2,4-triazole-3-carboxylate ClC=1C=C(C(=O)N[C@H](C)C2=NC(=NN2C2=NC=C(C=C2)C#N)C(=O)OC)C=C(C1)C(F)(F)F |r|